(1R,4R)-6'-(benzyloxy)-4-(3-chloroanilino)-2'-{(2R)-3-[(6,7-dihydro-5H-cyclopenta[b]pyridin-4-yl)oxy]-2-methylpropyl}spiro[cyclohexane-1,1'-indene]-4-carboxylic acid methyl ester COC(=O)C1(CCC2(C(=CC3=CC=C(C=C23)OCC2=CC=CC=C2)C[C@H](COC2=C3C(=NC=C2)CCC3)C)CC1)NC1=CC(=CC=C1)Cl